C(\C=C\C(=O)OCCN(C(CC)=O)C(CC)=O)(=O)OC Methyl (2-(N-propionylpropionamido)ethyl) fumarate